BrC=1C=C(C=C(C1F)F)CC#N 2-(3-bromo-4,5-difluorophenyl)acetonitrile